NC1=NC=NN2C1=C(C(=N2)C2=CC=C(C=C2)NC(C(=C)F)=O)C2=CC(=C(C(=O)NCC(F)(F)F)C=C2)SC 4-(4-amino-6-(4-(2-fluoroacrylamido)phenyl)pyrazolo[5,1-f][1,2,4]triazin-5-yl)-2-(methylthio)-N-(2,2,2-trifluoroethyl)benzamide